5-((2-amino-3-fluoropyridin-4-yl)methyl)-2-((4-cyclopropyl-2-fluorophenyl)amino)-3,4-difluorobenzoic acid hydrochloride Cl.NC1=NC=CC(=C1F)CC=1C(=C(C(=C(C(=O)O)C1)NC1=C(C=C(C=C1)C1CC1)F)F)F